Cytidine 3',5'-bisphosphate P(=O)(O)(O)O[C@H]1[C@H]([C@@H](O[C@@H]1COP(=O)(O)O)N1C(=O)N=C(N)C=C1)O